3-iodo-1-methylpyridin-2(1H)-one IC=1C(N(C=CC1)C)=O